(S)-3-((3-(ethoxymethyl)-3-(2-(thiophen-2-yl)ethyl)pyrrolidin-1-yl)methyl)-2,6-dimethylpyridine C(C)OC[C@@]1(CN(CC1)CC=1C(=NC(=CC1)C)C)CCC=1SC=CC1